ClC(C(=O)OCC1=CC=CC=C1)CC Benzyl chlorobutyrate